4-cyclohexylamino-butane C1(CCCCC1)NCCCC